2,6-bis(tert-butyl)-9-[2-carboxy(3,6-methano-4-methyl-4-cyclohexenyl)]carbonyloxyanthracene C(C)(C)(C)C1=CC2=C(C3=CC=C(C=C3C=C2C=C1)C(C)(C)C)OC(=O)C1C(C2C(=CC1C2)C)C(=O)O